1-(6-amino-4-methylpyridin-3-yl)-N-(5-chloro-6-(2H-1,2,3-triazol-2-yl)pyridin-3-yl)-5-(trifluoromethyl)-1H-pyrazole-4-carboxamide NC1=CC(=C(C=N1)N1N=CC(=C1C(F)(F)F)C(=O)NC=1C=NC(=C(C1)Cl)N1N=CC=N1)C